N-(4-(4-((5-(1-acryloylpiperidin-4-yl)-7H-pyrrolo[2,3-d]pyrimidin-4-yl)amino)-3-fluorophenoxy)pyridin-2-yl)cyclopropanecarboxamide C(C=C)(=O)N1CCC(CC1)C1=CNC=2N=CN=C(C21)NC2=C(C=C(OC1=CC(=NC=C1)NC(=O)C1CC1)C=C2)F